N-(2,4-dimethyl-6-oxo-1-phenyl-1,6-dihydropyridine-3-carbonyl)-O-(3-(2-(5,6,7,8-tetrahydro-1,8-naphthyridin-2-yl)ethyl)cyclobutyl)-homoserine CC=1N(C(C=C(C1C(=O)N[C@@H](CCOC1CC(C1)CCC1=NC=2NCCCC2C=C1)C(=O)O)C)=O)C1=CC=CC=C1